CC1(CCN(CC1)CC=1C=CC=2N(C1)C=C(N2)CN2C=CC=1C(=CN=CC1C2=O)N2CC1(C2)CCN(CC1)C(=O)OC(C)(C)C)C tert-butyl 2-[7-({6-[(4,4-dimethylpiperidin-1-yl)methyl]imidazo[1,2-a]pyridin-2-yl}methyl)-8-oxo-7,8-dihydro-2,7-naphthyridin-4-yl]-2,7-diazaspiro[3.5]nonane-7-carboxylate